The molecule is an iron(III) hydroxamate that is astechrome in which the 3-methylbut-2-en-1-yl groups have been oxidised to 3-methylbuta-1,3-dien-1-yl groups. First isolated from Aspergillus fumigatus. It has a role as a metabolite. It is an iron(III) hydroxamate, a member of indoles and a member of pyrazines. It derives from an astechrome. CC1=NC(=C(N(C1=[OH+])O)CC2=CNC3=C(C=CC=C23)/C=C/C(=C)C)OC.CC1=NC(=C(N(C1=[OH+])O)CC2=CNC3=C(C=CC=C23)/C=C/C(=C)C)OC.CC1=NC(=C(N(C1=[OH+])O)CC2=CNC3=C(C=CC=C23)/C=C/C(=C)C)OC.[Fe]